3-(tert-butyloxycarbonylamino)pyrrolidine tert-butyl-(R)-3-vinyl-1,4-oxazepane-4-carboxylate C(C)(C)(C)OC(=O)N1[C@@H](COCCC1)C=C.C(C)(C)(C)OC(=O)NC1CNCC1